C1(C=CC(N1CCC(=O)ON1C(CCC1=O)=O)=O)=O Succinimidyl 3-Maleimidopropionate